COC1=CC=C(C=C1)C1=NOC(=N1)N1CCN(CC1)C(=O)NCC1CN(CC1)CC1CCOCC1 4-(3-(4-Methoxyphenyl)-1,2,4-oxadiazol-5-yl)-N-((1-((tetrahydro-2H-pyran-4-yl)methyl)pyrrolidin-3-yl)methyl)piperazine-1-carboxamide